ClC=1C=C(C=NC1N1N=CC=N1)NC(=O)C=1C=NN(C1C(F)(F)F)C1=C2C=CN=CC2=CC=C1 N-(5-Chloro-6-(2H-1,2,3-triazol-2-yl)pyridin-3-yl)-1-(isochinolin-5-yl)-5-(trifluoromethyl)-1H-pyrazol-4-carboxamid